2-[(4-Bromo-2,6-dichloro-phenoxy)methoxy]ethyl-trimethyl-silane BrC1=CC(=C(OCOCC[Si](C)(C)C)C(=C1)Cl)Cl